1-(4-chloro-3-fluorophenyl)-N,N-dimethylpyrrolidin-3-amine ClC1=C(C=C(C=C1)N1CC(CC1)N(C)C)F